CS(=O)(=O)C1=NC=CC(=N1)C1=CN=C(S1)N(C(OC(C)(C)C)=O)COCC[Si](C)(C)C tert-butyl (5-(2-(methylsulfonyl)pyrimidin-4-yl)thiazol-2-yl)((2-(trimethylsilyl)ethoxy) methyl)carbamate